PYRAZOLYL-PYRIMIDINONE N1N=C(C=C1)C1=NC(NC=C1)=O